methyl-dimethoxymethylsilane nickel [Ni].C[SiH2]C(OC)OC